F[Sb-](F)(F)(F)(F)F.CC(=CC[S+]1CCCC1)C 1-(3-methylbut-2-enyl)tetrahydro-1H-thiophenium hexafluoroantimonate salt